(+/-)-tert-Butyl 6-{[trans-1-(tert-Butoxycarbonyl)-4-(4-{[(perfluorobutyl)sulfonyl]oxy}phenyl)piperidin-3-yl]methoxy}-1-oxoisoindoline-2-carboxylate C(C)(C)(C)OC(=O)N1C[C@H]([C@@H](CC1)C1=CC=C(C=C1)OS(=O)(=O)C(C(C(C(F)(F)F)(F)F)(F)F)(F)F)COC1=CC=C2CN(C(C2=C1)=O)C(=O)OC(C)(C)C |r|